C(C)(C)(C)C(C(=O)[O-])(C(=O)[O-])C1CCCCC1.[K+].[Li+] lithium potassium 2-(tert-butyl)-2-cyclohexylmalonate